2-(2-hydroxy-4,5-dimethoxyphenyl)-5-butyloxycarbonyl-2H-benzotriazole OC1=C(C=C(C(=C1)OC)OC)N1N=C2C(=N1)C=CC(=C2)C(=O)OCCCC